ClC1=C(C=CC(=C1)Cl)C[C@@H](C[C@@H]([C@@H](C(C)(C)C)O)N1N=CNC1)C 2-[(2S,4S,5R)-1-(2,4-Dichlorophenyl)-5-hydroxy-2,6,6-trimethylheptan-4-yl]-2,4-dihydro-3H-1,2,4-triazol